BrC1C2=C(C(O1)=O)C(=C1C=C(C(=CC1=C2)OC)OC)OC bromo-6,7,9-trimethoxynaphtho[2,3-c]furan-1(3H)-one